OC(CN1CCN(CC1)C(=O)C1=CC(=C(C(=C1)F)F)F)CNC=1C2=CC=CC=C2N=C2CCCCC12 (4-(2-hydroxy-3-((1,2,3,4-tetrahydroacridin-9-yl)amino)propyl)piperazin-1-yl)(3,4,5-trifluorophenyl)methanone